C([O-])([O-])=O.[NH4+].B(O)(O)O.[NH4+] boric acid ammonium carbonate